(+)-4,4-difluoro-2-(4-fluorophenyl)-N-{4-[3-(4-fluorophenyl)-5,7-dimethyl-4-oxo-4,5-dihydro-1H-pyrrolo[3,2-c]pyridin-2-yl]pyridin-2-yl}butanamide FC(CC(C(=O)NC1=NC=CC(=C1)C1=C(C=2C(N(C=C(C2N1)C)C)=O)C1=CC=C(C=C1)F)C1=CC=C(C=C1)F)F